N-cyclohexyl-1-hydroxy-N,6,6,9-tetramethyl-3-pentyl-6H-benzo[c]chromene-2-carboxamide C1(CCCCC1)N(C(=O)C=1C(=C2C3=C(C(OC2=CC1CCCCC)(C)C)C=CC(=C3)C)O)C